3-[(E)-2-(4-hydroxyphenyl)ethyl]-5-methoxyphenol OC1=CC=C(C=C1)CCC=1C=C(C=C(C1)OC)O